CN(CC(=O)N1CC(CCC1)C1=NN=C(N1)C=1C=C2C(=C(NC2=CC1)C1=CC(=NC=C1)C)C(C)C)C 2-(dimethylamino)-1-(3-(5-(3-isopropyl-2-(2-methylpyridin-4-yl)-1H-indol-5-yl)-4H-1,2,4-triazol-3-yl)piperidin-1-yl)ethan-1-one